methyl (2S,6R)-6-methyl-4-oxo-piperidine-2-carboxylate C[C@@H]1CC(C[C@H](N1)C(=O)OC)=O